[1-(diethylaminomethyl)cyclopropyl]methanol C(C)N(CC)CC1(CC1)CO